potassium triimidazole borohydride [BH4-].N1C=NC=C1.N1C=NC=C1.N1C=NC=C1.[K+]